5-methyl-2-((6-methylbenzo[c][1,2,5]thiadiazol-5-yl)amino)-8-((tetrahydro-2H-pyran-4-yl)methyl)-5,8-dihydropteridine-6,7-dione CN1C=2C=NC(=NC2N(C(C1=O)=O)CC1CCOCC1)NC1=CC=2C(=NSN2)C=C1C